(R)-(2-(3-hydroxypyrrolidin-1-yl)pyrimidin-5-yl)boronic acid O[C@H]1CN(CC1)C1=NC=C(C=N1)B(O)O